C(#N)C1(CC1)C=1C=C2C(=CC1)C(N(CC21CC1)CC(=O)OC)=O methyl 2-[6-(1-cyanocyclopropyl)-1-oxospiro[3H-isoquinoline-4,1'-cyclopropane]-2-yl]acetate